4-(6-bromopyridin-2-yl)-4-oxobutanal BrC1=CC=CC(=N1)C(CCC=O)=O